C(C1=CC=CC=C1)N1CC=2C(N(C=3N=CC=CC3C2CC1)CC1=CC=C(C=C1)C)=O 3-Benzyl-6-(4-methylbenzyl)-2,3,4,6-tetrahydropyrido[3,4-c][1,8]naphthyridine-5(1H)-one